CC=1C=CC=2N(C1)C=C(N2)CN2C(C1=CN=CC(=C1C=C2)N2CC(C2)C2=CC=CC=C2)=O 2-((6-methylimidazo[1,2-a]pyridin-2-yl)methyl)-5-(3-phenylazetidin-1-yl)-2,7-naphthyridin-1(2H)-one